Pyrrolidine-2-carboxylic acid benzyl ester C(C1=CC=CC=C1)OC(=O)C1NCCC1